3,5-difluoro-4-((7-(3-fluorophenyl)-2,6-dimethyl-1H-imidazo[4,5-c]pyridin-1-yl)methyl)benzenesulfonamide FC=1C=C(C=C(C1CN1C(=NC=2C=NC(=C(C21)C2=CC(=CC=C2)F)C)C)F)S(=O)(=O)N